disodium sulfodecanol S(=O)(=O)(O)C(CCCCCCCCC)O.[Na].[Na]